CN(C)C1=CC=C(C=C1)B(O)O 4-(N,N-dimethylamino)phenylboronic acid